phenazin-1-yl diisopropylcarbamate C(C)(C)N(C(OC1=CC=CC2=NC3=CC=CC=C3N=C12)=O)C(C)C